C(C1=CC=CC=C1)NC(N(C1=CC=C(C=C1)C=1C=NN(C1)C(C)C)[C@@H]1CC[C@H](CC1)NC1=NC=C(C=C1)C#N)=O 3-benzyl-1-(trans-4-((5-cyanopyridin-2-yl)amino)cyclohexyl)-1-(4-(1-isopropyl-1H-pyrazol-4-yl)phenyl)urea